BrC=1C=C2C(=NC1)NC=C2C(=O)OC Methyl 5-bromo-1H-pyrrolo[2,3-b]pyridine-3-carboxylate